CC(C(=O)OC1=C(C=C(C(=C1)O)C(C1=CC=CC=C1)=O)C(C)(C)C)=C 4-benzoyl-2-(1,1-dimethylethyl)-5-hydroxyphenyl 2-methyl-2-propenoate